calcium borate B([O-])([O-])[O-].[Ca+2].B([O-])([O-])[O-].[Ca+2].[Ca+2]